ClC1=C(C(=O)N)C(=CC=C1[N+](=O)[O-])Cl 2,6-dichloro-3-nitrobenzamide